1-bromo-4-chloro-2-methylbenzene BrC1=C(C=C(C=C1)Cl)C